N-(3-{[tert-Butyl(dimethyl)silyl]oxy}-2-hydroxypropyl)-1-chloro-N-methylmethanesulfonamide [Si](C)(C)(C(C)(C)C)OCC(CN(S(=O)(=O)CCl)C)O